(3R)-3-[4-(hexyloxy)phenyl]hex-4-ynoic acid C(CCCCC)OC1=CC=C(C=C1)[C@@H](CC(=O)O)C#CC